(2s,5s)-2,5-dimethylpiperazine-1-carboxylic acid tert-butyl ester C(C)(C)(C)OC(=O)N1[C@H](CN[C@H](C1)C)C